Cl.N1CCCCCC1 Azepane hydrochloride